FC=1C=C(CNC2=C3N=CN(C3=NC(=N2)C#CC)C[C@@H]2SC[C@H]([C@H]2O)O)C=CC1 (2S,3R,4S)-2-((6-((3-fluorobenzyl)amino)-2-(prop-1-yn-1-yl)-9H-purine-9-yl)methyl)tetrahydrothiophene-3,4-diol